FC(CN1C[C@@H]([C@@H](CC1)OC1=C2C=CNC2=C(C=C1OC)C)C1=CC=C(C(=O)O)C=C1)F |r| (±)-rel-(3S,4R)-4-(1-(2,2-difluoroethyl)-4-((5-methoxy-7-methyl-1H-indol-4-yl)oxy)piperidin-3-yl)benzoic acid